tert-butyl-{[(5Z)-1-iodotetradec-5-en-3-yl]oxy}diphenylsilane C(C)(C)(C)[Si](C1=CC=CC=C1)(C1=CC=CC=C1)OC(CCI)C\C=C/CCCCCCCC